Bis(2,4,6-tri-tert-butyl-phenyl)pentaerythritol diphosphate OP(O)(=O)OP(=O)(O)O.C(C)(C)(C)C1=C(C(=CC(=C1)C(C)(C)C)C(C)(C)C)C(O)(C(CO)(CO)CO)C1=C(C=C(C=C1C(C)(C)C)C(C)(C)C)C(C)(C)C